C(#N)C1CCC(CC1)CCC(C)(C)NC(OC(C)(C)C)=O tert-Butyl (4-(4-cyanocyclohexyl)-2-methylbutan-2-yl)carbamate